N-[5-[5-[(4-chloro-1H-indazol-5-yl)amino]-1,3,4-oxadiazol-2-yl]-1-methyl-2-oxo-3-pyridinyl]-1-methyl-pyrazole-4-carboxamide ClC1=C2C=NNC2=CC=C1NC1=NN=C(O1)C=1C=C(C(N(C1)C)=O)NC(=O)C=1C=NN(C1)C